N1C=NC2=C1C=CC(=C2)N2C(C(=C(C2C2=C(C(=CC(=C2)F)F)F)C2=CC=CC=C2)O)=O 1-(1H-Benzoimidazol-5-yl)-3-hydroxy-4-phenyl-5-(2,3,5-trifluoro-phenyl)-1,5-dihydro-pyrrol-2-on